butyl (2-fluoro-6-((2S,3S)-3-(hydroxymethyl)-N-methyl-1-(6-methyl-4-(trifluoromethyl)pyridin-2-yl)-5-oxopyrrolidine-2-carboxamido)phenyl)carbamate FC1=C(C(=CC=C1)N(C(=O)[C@H]1N(C(C[C@@H]1CO)=O)C1=NC(=CC(=C1)C(F)(F)F)C)C)NC(OCCCC)=O